BrC1=CN(C=2N=CN=C(C21)Cl)C2COC2 5-Bromo-4-chloro-7-(oxetan-3-yl)-7H-pyrrolo[2,3-d]pyrimidine